N-(1-benzothien-2-yl)cyclooctanecarboxamide S1C(=CC2=C1C=CC=C2)NC(=O)C2CCCCCCC2